3,3-bis(4-fluorophenyl)-10,12-dibromo-13,13-dimethyl-3H,13H-indeno[2',3':3,4]naphtho[1,2-b]pyran FC1=CC=C(C=C1)C1(C=CC2=C(O1)C=1C=CC=CC1C1=C2C(C2=C(C=C(C=C21)Br)Br)(C)C)C2=CC=C(C=C2)F